(piperazin-1-yl)cyclohexane-1-carboxylate N1(CCNCC1)C1(CCCCC1)C(=O)[O-]